ClC1=C(C(=O)N[C@@H](CCO[C@@H]2C[C@@H](C2)CCC2=NC=3NCCCC3C=C2)C(=O)O)C=CC=C1F N-(2-chloro-3-fluorobenzoyl)-O-(cis-3-(2-(5,6,7,8-tetrahydro-1,8-naphthyridin-2-yl)ethyl)cyclobutyl)homoserine